1-(2-fluorobenzyl)-3,4-dimethyl-2-oxo-N-(2,4,6-trifluorobenzyl)-1,2,3,4-tetrahydroquinazoline-7-carboxamide FC1=C(CN2C(N(C(C3=CC=C(C=C23)C(=O)NCC2=C(C=C(C=C2F)F)F)C)C)=O)C=CC=C1